FC1([C@H](C=2C(=NN(C2CC1)CC1CC(C1)F)C(F)(F)F)O)F (4S)-5,5-difluoro-1-[(3-fluorocyclobutyl)methyl]-3-(trifluoromethyl)-6,7-dihydro-4H-indazol-4-ol